OC(CCCCCCCCCCCCCCCCC)S(=O)(=O)[O-].[Na+] sodium hydroxy-1-octadecanesulfonate